C(C)(C)(C)OC(=O)N1[C@@H](C[C@H](C1)F)C(NC=1C=NN(C1)C(C)C)=O (2S,4R)-4-fluoro-2-{[1-(propan-2-yl)-1H-pyrazol-4-yl]carbamoyl}pyrrolidine-1-carboxylic acid tert-butyl ester